NC1=C(C(=NC(=C1F)C1=CC=C2C=CNC2=C1F)C(=O)[O-])Cl 4-amino-3-chloro-5-fluoro-6-(7-fluoro-1H-indol-6-yl)pyridine-2-carboxylate